bis(4-hydroxy-2,5-dimethylphenyl)propane OC1=CC(=C(C=C1C)C(C)(C)C1=C(C=C(C(=C1)C)O)C)C